FC1=CC=C(C=C1)NC(=S)N 1-(4-fluorophenyl)-2-thiourea